C(C)(C)(C)OC(N[C@@H]1C[C@H](CCC1)N)=O (1S,3S)-3-aminocyclohexylcarbamic acid tert-butyl ester